FC1=C(CN2N=C(C(=C2)CC=O)C(=O)OCC)C=CC=C1 ethyl 1-(2-fluorobenzyl)-4-(2-oxoethyl)-1H-pyrazole-3-carboxylate